hydroxycetyl alcohol OC(CCCCCCCCCCCCCCC)O